butyl-4-(4-(4-(4-aminobutyl)piperidine-1-carbonyl)phenyl)piperazine-1-carboxylate C(CCC)OC(=O)N1CCN(CC1)C1=CC=C(C=C1)C(=O)N1CCC(CC1)CCCCN